6,10,14-trimethylpentadecanone CC(CCCC(C)=O)CCCC(CCCC(C)C)C